Cl.CN1CCC2(CN(C2)C=2N=NC(=CN2)C2=C(C=C(C=C2)N2C=NC(=C2)C)O)CC1 2-[3-(7-methyl-2,7-diazaspiro[3.5]non-2-yl)-1,2,4-triazin-6-yl]-5-(4-methyl-1H-imidazol-1-yl)phenol hydrochloride